OC(COC(CNCCCCCCCCCCCCCCCCCC)=O)O stearyl-glycine dihydroxyethyl ester